FC=1C(=C(C=CC1F)NC(OC(C)(C)C)=O)C=O TERT-BUTYL 3,4-DIFLUORO-2-FORMYLPHENYLCARBAMATE